acryloyloxyheptyl-methyldimethoxysilane C(C=C)(=O)OCCCCCCC[Si](OC)(OC)C